4,4-difluorobutan-1-amine hydrochloride Cl.FC(CCCN)F